ClC1=C(C=NN1C(=O)OC(C)(C)C)C1NC(CNC1)C tert-butyl 5-chloro-4-(6-methylpiperazin-2-yl)-1H-pyrazole-1-carboxylate